OCC(C)(C)NC(=O)C=1C=2C[C@H]3[C@@H](C2N(N1)C1=NC=C(C=C1)C1=CC=C(C=C1)F)C3 (1aS,5aS)-2-[5-(4-Fluoro-phenyl)-pyridin-2-yl]-1a,2,5,5a-tetrahydro-1H-2,3-diaza-cyclopropa[a]pentalene-4-carboxylic acid (2-hydroxy-1,1-dimethyl-ethyl)-amide